ClC1=C(C=C(C(=C1)N(S(=O)(=O)C)C1=CC(=CC=C1)OC)C)N=CN(C)CC N'-(2-chloro-4-(N-(3-methoxyphenyl)methylsulfonamido)-5-methylphenyl)-N-ethyl-N-methylformimidamide